C(C)C1NCCC(C1)NC(C(COC1=NC=CC=C1OC(F)(F)F)(C)C)=O N-(2-ethylpiperidin-4-yl)-2,2-dimethyl-3-((3-(trifluoromethoxy)pyridin-2-yl)oxy)propanamide